C(CCCCCCCCC)NC1=CC=C(C(=O)O)C=C1 4-(decylamino)benzoic acid